C1[C@H](NC2=CC=CC=C21)C(=O)O (-)-indoline-2-carboxylic acid